N-(3-hydroxy-4-methoxybenzyl)-2-((2-methoxyethyl)amino)-5-nitrobenzamide OC=1C=C(CNC(C2=C(C=CC(=C2)[N+](=O)[O-])NCCOC)=O)C=CC1OC